N-(3-chloro-5-(methylsulfonyl)phenyl)-4-(5-fluoropyrimidin-2-yl)thiophene-2-carboxamide ClC=1C=C(C=C(C1)S(=O)(=O)C)NC(=O)C=1SC=C(C1)C1=NC=C(C=N1)F